OC(CN1C(C(=NC=C1)C(=O)N)=O)COC(C1=CC=CC=C1)(C1=CC=CC=C1)C1=CC=CC=C1 4-(2-hydroxy-3-(trityloxy)propyl)-3-oxo-3,4-dihydropyrazine-2-formamide